C(=O)O.ClC1=C(C(=CC=C1)Cl)N1CC(C1)C1=CC(=C(CN2CCC(CC2)(C(=O)O)C)C(=C1)C)C 1-(4-(1-(2,6-dichlorophenyl)azetidin-3-yl)-2,6-dimethylbenzyl)-4-methylpiperidine-4-carboxylic acid, formic acid salt